CC1=C(OC=2C=CC(=NC2)N)C=CC(=C1)[N+](=O)[O-] 5-(2-methyl-4-nitrophenoxy)pyridin-2-amine